C(C)N1CCNC=2C1=NC(=CN2)C=2C(=NC(=CC2)C2=NN=CN2)C 1-ethyl-7-(2-methyl-6-(4H-1,2,4-triazol-3-yl)pyridin-3-yl)-3,4-dihydropyrazino[2,3-b]pyrazin